CC(C)([Si](O[C@H](C[C@H](O[Si](C(C)(C)C)(C)C)C=C)CC#C)(C)C)C |&1:5| (SR,7S)-2,2,3,3,9,9,10,10-octamethyl-5-(prop-2-yn-1-yl)-7-vinyl-4,8-dioxa-3,9-disilaundecane